3-(3-(4-(2,3-dimethylphenyl)piperazin-1-yl)propoxy)benzonitrile CC1=C(C=CC=C1C)N1CCN(CC1)CCCOC=1C=C(C#N)C=CC1